C(CCCCCCCCCCC)OC[C@@H](OCCCCCCCCCCCC)COP(=O)(O)OCCN 1,2-didodecyl-sn-glycero-3-phosphoethanolamine